COC=1C(=C(C(=CC1)C)C=1C2=CN(N=C2C=C(C1)C(=O)OC)C)C methyl 4-(3-methoxy-2,6-dimethylphenyl)-2-methyl-indazole-6-carboxylate